BrC1=NO[C@H](C1)C1CCN(CC1)[C@@H](C(=O)OC)C1=CC=C(C=C1)C(F)(F)F Methyl (2R)-2-[4-[(5R)-3-bromo-4,5-dihydroisoxazol-5-yl]-1-piperidyl]-2-[4-(trifluoromethyl)phenyl]acetate